CC=CCCC r-methylpentene